Ethyl 2-(2,6-difluoro-4-((4-(4-(trifluoromethyl) benzyl) piperazin-1-yl) methyl) phenoxy)-2-methylpropionate FC1=C(OC(C(=O)OCC)(C)C)C(=CC(=C1)CN1CCN(CC1)CC1=CC=C(C=C1)C(F)(F)F)F